diphenyl-2,2'-bipyridine C1(=CC=CC=C1)C1=C(C(=NC=C1)C1=NC=CC=C1)C1=CC=CC=C1